CC1(C2=CC=CC=C2C=2C=C(C=CC12)B(O)O)C (9,9-dimethyl-9H-fluoren-3-yl)boronic acid